BrC1=COC2=C1C(=CC=C2C#N)OCC 3-bromo-4-ethoxy-1-benzofuran-7-carbonitrile